2,5-dimethyl-1H-pyrrol-1-yl-[1,2,4]triazolo[1,5-a]pyridine CC=1N(C(=CC1)C)C1=NN2C(C=CC=C2)=N1